FC(C1=CC=C(C=N1)OC=1C(=NC=CN1)C=1CC=NCC1)(F)F 4-(3-((6-(trifluoromethyl)pyridin-3-yl)oxy)pyrazin-2-yl)-3,6-dihydropyridin